CN(C(CNC(NC1=CC=C(C=C1)F)=O)C=1C=C2CCN(C2=CC1)C)C 3-[2-(dimethylamino)-2-(1-methyl-2,3-dihydro-1H-indol-5-yl)ethyl]-1-(4-fluorophenyl)urea